C(C)(=O)C1=C(C=CC=C1)NC(=O)C=1OC=CC1 N-(2-acetylphenyl)-furancarboxamide